F[Sb-](F)(F)(F)(F)F.C[S+](CC(=O)C1=CC=CC=C1)C dimethylphenacylsulfonium hexafluoroantimonate salt